C[C@H]1CO[C@H](CN1C(=O)OC(C)(C)C)C(=O)OCC 4-(tert-butyl) 2-ethyl (2R,5S)-5-methylmorpholine-2,4-dicarboxylate